[1,3-bis-(2,4,6-trimethylphenyl)-2-imidazolidinylidene]dichloro(phenylindenylidene)(triphenylphosphine) ruthenium (II) [Ru+2].CC1=C(C(=CC(=C1)C)C)N1C(N(CC1)C1=C(C=C(C=C1C)C)C)=C1C(C(=C(C=C1)P(C1=CC=CC=C1)(C1=CC=CC=C1)=C1C(=CC2=CC=CC=C12)C1=CC=CC=C1)Cl)Cl